tert-butyl (5,7-dimethylimidazo[1,2-c]pyrimidin-2-yl)carbamate CC1=NC(=CC=2N1C=C(N2)NC(OC(C)(C)C)=O)C